6-(3-bromopropyl)undecane BrCCCC(CCCCC)CCCCC